1-(3-(6-(4-(4-fluorophenyl)-1-isopropyl-1H-imidazol-5-yl)quinolin-3-yl)phenyl)ethan-1-one (4-formyl-6-(hept-6-yn-1-yl)-5-hydroxypyridin-3-yl)methyl-phosphate C(=O)C1=C(C=NC(=C1O)CCCCCC#C)COP(=O)(O)O.FC1=CC=C(C=C1)C=1N=CN(C1C=1C=C2C=C(C=NC2=CC1)C=1C=C(C=CC1)C(C)=O)C(C)C